N-(2-(2-tert-butyl-5-methylphenoxy)phenyl)-1-methyl-3-difluoromethyl-1H-pyrazole-4-carboxamide C(C)(C)(C)C1=C(OC2=C(C=CC=C2)NC(=O)C=2C(=NN(C2)C)C(F)F)C=C(C=C1)C